tert-butyl 6-((2,4-difluorobenzyl) oxy)-3',6'-dihydro-[2,4'-bipyridine]-1'(2'h)-carboxylate FC1=C(COC2=CC=CC(=N2)C=2CCN(CC2)C(=O)OC(C)(C)C)C=CC(=C1)F